C(C)(C)(C)N1N=C(C(=C1NC1=CC(=NC=C1)OCCOCCOCCOCCOCCNC(OC(C)(C)C)=O)C#N)C1=CC=C(C=C1)NS(=O)(=O)CC tert-butyl N-{14-[(4-{[1-tert-butyl-4-cyano-3-(4-ethanesulfonamidophenyl)-1H-pyrazol-5-yl]amino}pyridin-2-yl)oxy]3,6,9,12-tetraoxatetradecan-1-yl}carbamate